OC1=CC=C(C=C1)C=CC(=O)C1=CC=C(C=C1)C 3-(4-Hydroxyphenyl)-1-(4-methylphenyl)prop-2-en-1-one